6-(6-ethoxypyridin-3-yl)-N'-(2-fluoro-5-methoxybenzyl)pyrazine-2-carbohydrazide C(C)OC1=CC=C(C=N1)C1=CN=CC(=N1)C(=O)NNCC1=C(C=CC(=C1)OC)F